4-({5-[(4R)-4-ethyl-2,5-dioxo-1-imidazolidinyl]-2-pyridinyl}oxy)-3-methylbenzonitrile C(C)[C@H]1NC(N(C1=O)C=1C=CC(=NC1)OC1=C(C=C(C#N)C=C1)C)=O